3-glycidyloxypropyl-trimethoxysilane C(C1CO1)OCCC[Si](OC)(OC)OC